C=[NH2+] methylideneazanium